N-((2-(6-((cis)-2,6-dimethylmorpholino)pyridin-2-yl)-1,6-naphthyridin-7-yl)methyl)-1-(vinylsulfonyl)indoline-6-carboxamide C[C@@H]1O[C@@H](CN(C1)C1=CC=CC(=N1)C1=NC2=CC(=NC=C2C=C1)CNC(=O)C1=CC=C2CCN(C2=C1)S(=O)(=O)C=C)C